C(C1=CC=C(C=C1)OC)(=O)[C@@]1(C[C@H](O)[C@@H](CO)O1)N1C(=O)NC(=O)C(C)=C1 anisoyl-thymidine